methyl 2-(bromomethyl)-6-((tert-butyldimethylsilyl)oxy)benzoate BrCC1=C(C(=O)OC)C(=CC=C1)O[Si](C)(C)C(C)(C)C